COC=1C=C(C=CC1OC)C1=NC2=C(N1)C=C(C=C2F)C2C[C@@H](N(CC2)C2CCNCC2)C(C)C 2-(3,4-dimethoxyphenyl)-4-fluoro-6-(r-isopropyl-[1,4'-bipiperidin]-4-yl)-1H-benzo[d]imidazole